C(CCCCCCCC)(=O)OC1=C(C(=CC=C1)C1=CC=CC=C1)S(=O)(=O)[O-] nonanoyloxybiphenyl-sulfonate